F[C@H]1C[C@@H](N(C1)C=1C=CC=2N(N1)C(=CN2)C(=O)N[C@@H]2CN(CC2)CC2=CC(=C(C=C2)F)O)C2=CC(=CC(=C2)SC)F 6-[(2R,4S)-4-fluoro-2-[3-fluoro-5-(methylsulfanyl)phenyl]pyrrolidin-1-yl]-N-[(3S)-1-[(4-fluoro-3-hydroxyphenyl)methyl]pyrrolidin-3-yl]imidazo[1,2-b]pyridazine-3-carboxamide